BrC1=CC=C2C(N(C(NC2=C1)=O)C)=O 7-bromo-3-methylquinazoline-2,4(1H,3H)-dione